2-(methoxymethyl)quinazolin COCC1=NC2=CC=CC=C2C=N1